BrC1=C(NC2=NC=CC=C21)C2=NN(C1=NC=NC(=C12)N)C(C)(C)C 3-(3-bromo-1H-pyrrolo[2,3-b]pyridin-2-yl)-1-(tert-butyl)-1H-pyrazolo[3,4-d]pyrimidin-4-amine